((5-(2-methoxypyridin-4-yl)-2,3-dihydro-1H-inden-4-yl)carbamoyl)-5',7'-dihydrospiro[cyclopropane-1,6'-pyrazolo[5,1-b][1,3]oxazine] COC1=NC=CC(=C1)C=1C(=C2CCCC2=CC1)NC(=O)C1=NN2C(OCC3(C2)CC3)=C1